5-(6-(((1S,2S,3R,5R)-2-fluoro-1,5-dimethyl-9-azabicyclo[3.3.1]nonan-3-yl)(methyl)amino)-1,2,4-triazin-3-yl)-2-(1H-imidazol-1-yl)pyridin-4-ol F[C@@H]1[C@@]2(CCC[C@](C[C@H]1N(C1=CN=C(N=N1)C=1C(=CC(=NC1)N1C=NC=C1)O)C)(N2)C)C